aluminium phosphate salt P(=O)([O-])([O-])[O-].[Al+3]